FC=1C=CC(=C(C1)CC(=O)O)[N+](=O)[O-] 5-fluoro-2-(nitro)phenylacetic acid